N-[1-[5-chloro-2-[(1,3-dimethylpyrazol-4-yl)amino]pyrimidin-4-yl]-3-methyl-indol-5-yl]prop-2-enamide ClC=1C(=NC(=NC1)NC=1C(=NN(C1)C)C)N1C=C(C2=CC(=CC=C12)NC(C=C)=O)C